2-(4-fluorophenyl)-4-oxo-4-phenylbutyronitrile FC1=CC=C(C=C1)C(C#N)CC(C1=CC=CC=C1)=O